CCCCCCCCCCCCCCCCCCCCCCCCCC(=S)N[C@@H](CO[C@@H]1[C@@H]([C@H]([C@H]([C@H](O1)CO)O)O)O)[C@@H]([C@@H](CCCCCCCCCCCCCC)O)O The molecule is a glycosphingolipid identical with alpha-galactosylceramide (alpha-GalCer) with the exception of the replacement of the C-2 carbonyl oxygen on the acyl chain with a sulfur atom. It has a role as an antigen. It is a thiocarboxamide and a glycosphingolipid. It derives from a 1-O-(alpha-D-galactosyl)-N-hexacosanoylphytosphingosine.